(S)-2,6-di-tert-butoxycarbonylaminocaproyl-succinimide C(C)(C)(C)OC(=O)NC(C(=O)[C@H]1C(=O)NC(C1)=O)CCCCNC(=O)OC(C)(C)C